rel-4-((2S,3R,4R,5S)-3-(3,4-difluoro-2-(2-methoxyethoxy)phenyl)-4,5-dimethyl-5-(trifluoromethyl)tetrahydrofuran-2-carboxamido)picolinamide FC=1C(=C(C=CC1F)[C@@H]1[C@H](O[C@@]([C@@H]1C)(C(F)(F)F)C)C(=O)NC1=CC(=NC=C1)C(=O)N)OCCOC |o1:8,9,11,12|